COC(=O)C1CNC(C1)=O 5-oxo-pyrrolidine-3-carboxylic acid methyl ester